COC1=CC=C2C(=CC=NC2=C1CCNC(OC(C)(C)C)=O)C Tert-butyl (2-(7-methoxy-4-methylquinolin-8-yl)ethyl)carbamate